CC1=C(C=CC(=C1)N1CC(CC1)OC(F)(F)F)NC=1C=CC2=C(OCCC(N2)=O)C1 8-((2-methyl-4-(3-(trifluoromethoxy)pyrrolidin-1-yl)phenyl)amino)-2,3-dihydrobenzo[b][1,4]oxazepin-4(5H)-one